{3-[(2S)-2-{[(tert-butoxy)carbonyl]amino}-2-{[(1S,2S)-2-methyl-1-(methylcarbamoyl)butyl]carbamoyl}ethyl]phenyl}methanimidamido acetate C(C)(=O)ONC(=N)C1=CC(=CC=C1)C[C@@H](C(N[C@@H]([C@H](CC)C)C(NC)=O)=O)NC(=O)OC(C)(C)C